(3r,7s)-3-[(E)-2-(5-benzyloxy-6-methoxycarbonyl-4-oxo-pyran-2-yl)vinyl]-3-(tert-butoxycarbonylamino)-7-methyl-4,7-dihydro-2H-azepin-1-carboxylic acid tert-butyl ester C(C)(C)(C)OC(=O)N1C[C@](CC=C[C@@H]1C)(NC(=O)OC(C)(C)C)\C=C\C=1OC(=C(C(C1)=O)OCC1=CC=CC=C1)C(=O)OC